2-[[5-chloro-2-(1-piperidinyl)-4-pyridinyl]methylamino]-5-propyl-4H-[1,2,4]triazolo[1,5-a]pyrimidin-7-one ClC=1C(=CC(=NC1)N1CCCCC1)CNC1=NN2C(NC(=CC2=O)CCC)=N1